FC1=C(C=CC(=C1)F)C(CN1N=NC(=C1)COC1=CC=C(C=C1)C(\C=C\C1=CC=CC=C1)=O)(CN1N=CN=C1)O (E)-1-[4-[[1-[2-(2,4-Difluorophenyl)-2-hydroxy-3-(1,2,4-triazol-1-yl)propyl]triazol-4-yl]methoxy]phenyl]-3-phenylprop-2-en-1-one